(Z)-2-(3,4,4-trifluoro-4-(p-tolylthio)but-2-en-1-yl)isoindoline-1,3-dione F\C(=C/CN1C(C2=CC=CC=C2C1=O)=O)\C(SC1=CC=C(C=C1)C)(F)F